[I-].C(C)(=O)C=1C(=NC=CN1)C1=[NH+]C=CC=C1 2-(acetylpyrazinyl)pyridinium iodide salt